N1(CCCCC1)CCOC(CN(CCC)C)C 2-[2-(1-piperidinyl)ethoxy]propyl-N-methyl-N-propyl-amine